[Na].C1(CC1)C1=CC(=C(C(=O)NC2=CC(=C(C=C2)F)C2=CC(=NN2)O)C=C1C(F)(F)F)OC1=C(C=C(C=C1)F)C 4-Cyclopropyl-2-(4-fluoro-2-methylphenoxy)-N-(4-fluoro-3-(3-hydroxy-1H-pyrazol-5-yl)phenyl)-5-(trifluoromethyl)benzamide Sodium